C(C)OC(=O)C=1C(=C2C(=NC1O)N(N=C2C(C)C)C)O 4,6-dihydroxy-3-isopropyl-1-methyl-pyrazolo[3,4-b]pyridine-5-carboxylic acid ethyl ester